(4R)-4-[3-[3-[6-(3-hydroxy-3-methyl-azetidin-1-yl)-3-pyridinyl]azetidin-1-yl]-3-oxo-propyl]oxazolidin-2-one OC1(CN(C1)C1=CC=C(C=N1)C1CN(C1)C(CC[C@H]1NC(OC1)=O)=O)C